C(C)(=O)C(C(=O)O)(O)C1=CC=CC=C1 (-)-acetyl-mandelic acid